CCCCCCNC(=O)CCCC N-hexylpentanamide